5-(chloromethyl)-1-ethyl-triazole ClCC1=CN=NN1CC